(2S)-4,4-Difluoro-2-(4-fluorophenyl)-N-{4-[3-(6-fluoropyridin-2-yl)-1H-pyrrolo[3,2-b]pyridin-2-yl]pyridin-2-yl}butanamid FC(C[C@H](C(=O)NC1=NC=CC(=C1)C1=C(C2=NC=CC=C2N1)C1=NC(=CC=C1)F)C1=CC=C(C=C1)F)F